2,5-DIMETHYL-1H-PYRROLE-3-CARBALDEHYDE CC=1NC(=CC1C=O)C